trimethylol(p-tolylethynyl)silane dipotassium [K].[K].C(O)[Si](C#CC1=CC=C(C=C1)C)(CO)CO